C(C)OC(C(C(C=C)(F)F)O)=O 3,3-difluoro-2-hydroxy-pent-4-enoic acid ethyl ester